C(C)(C)(C)OC(=O)N1C(CCC1)C1=CC=C(C=C1)[N+](=O)[O-] 2-(4-nitrophenyl)pyrrolidine-1-carboxylic acid tert-butyl ester